The molecule is a ceramide 1-phosphate that is the N-hexadecanoyl (palmitoyl) derivative of sphingosine. It derives from a sphingosine and a hexadecanoic acid. It is a conjugate acid of a N-hexadecanoylsphingosine 1-phosphate(2-). CCCCCCCCCCCCCCCC(=O)N[C@@H](COP(=O)(O)O)[C@@H](/C=C/CCCCCCCCCCCCC)O